OCC1CC2CC(CC2C1)C(=O)OC methyl 5-(hydroxymethyl)-1,2,3,3a,4,5,6,6a-octahydropentalene-2-carboxylate